C(C=C)(=O)N1[C@H](CN(C[C@H]1C)C1=NC(N2C3=C(C(=C(C=C13)C(F)(F)F)C1=C(C=C(C(=C1)Br)F)F)SC[C@@H]2CC)=O)C (3S,10R)-7-((3S,5R)-4-acryloyl-3,5-dimethylpiperazin-1-yl)-10-(5-bromo-2,4-difluorophenyl)-3-ethyl-9-(trifluoromethyl)-2,3-dihydro-5H-[1,4]thiazino[2,3,4-ij]quinazolin-5-one